C(#N)C1=NC(=NC=C1)N1CC2(CCC2)C2=C1N=CN=C2N2C[C@H](N(C[C@@H]2C)C(=O)OC(C)(C)C)C tert-butyl (2R,5S)-4-[7-(4-cyanopyrimidin-2-yl)spiro[6H-pyrrolo[2,3-d]pyrimidine-5,1'-cyclobutane]-4-yl]-2,5-dimethylpiperazine-1-carboxylate